FC1=C2C(=CC=NC2=CC=C1)SC=1N=C2C(=NC1)NC(=N2)N2CCC1(CC2)[C@@H](C2=CC=CC=C2C1)N (S)-1'-(5-((5-fluoroquinolin-4-yl)thio)-1H-imidazo[4,5-b]pyrazin-2-yl)-1,3-dihydrospiro[indene-2,4'-piperidin]-1-amine